C(C)(C)(C)OC(=O)N[C@@H](C(=O)OC)C1=CC=C(C=C1)OC[C@H](CCC)C Methyl (R)-2-((tert-butoxycarbonyl)amino)-2-(4-(((S)-2-methylpentyl)oxy)phenyl)acetate